OC[C@H](N)[C@H](O)\C=C\CCCCCCCCCCCCC 11Z-sphingosine